1-((2S,5R)-5-((5-((R)-2,2-difluorocyclopropyl)-7H-pyrrolo[2,3-d]pyrimidin-4-yl)amino)-2-methylpiperidin-1-yl)-2-methylprop-2-en-1-one FC1([C@H](C1)C1=CNC=2N=CN=C(C21)N[C@@H]2CC[C@@H](N(C2)C(C(=C)C)=O)C)F